9-OCTADECEN-1-AMINIUM C(CCCCCCCC=CCCCCCCCC)[NH3+]